2-(5-(3,5-dichlorophenyl)-5-(trifluoromethyl)-4,5-dihydroisoxazol-3-yl)-N-(2-methoxyethyl)-2,3-dihydro-1H-pyrrolo[3,4-c]pyridine-6-carboxamide ClC=1C=C(C=C(C1)Cl)C1(CC(=NO1)N1CC=2C=NC(=CC2C1)C(=O)NCCOC)C(F)(F)F